4-(5-hydroxypyrimidin-2-yl)-1-methyl-1H-pyrazole OC=1C=NC(=NC1)C=1C=NN(C1)C